BrC1=C2C=C(N(C2=C(C=C1C)F)S(=O)(=O)C1=CC=C(C=C1)C)S(=O)(=O)Cl 4-bromo-7-fluoro-5-methyl-1-(p-tolylsulfonyl)indole-2-sulfonyl chloride